(S)-1-butyl-3-(3-chloro-4-fluorophenyl)-1-(1-(1-methoxyisoquinolin-4-yl)ethyl)urea C(CCC)N(C(=O)NC1=CC(=C(C=C1)F)Cl)[C@@H](C)C1=CN=C(C2=CC=CC=C12)OC